(S)-2-((3-(4-((2-amino-4-(1-hydroxyhexan-3-ylamino)-6-methylpyrimidin-5-yl)methyl)-3-methoxyphenoxy)propyl)(ethyl)amino)acetic acid NC1=NC(=C(C(=N1)N[C@H](CCO)CCC)CC1=C(C=C(OCCCN(CC(=O)O)CC)C=C1)OC)C